The molecule is a diterpenoid characterized by a 5-8-5 dodecahydrodicyclopenta[a,d]cyclooctene fused-ring system, with a single double bond and one isopropyl, one hydroxy and three methyl substituents. Intermediate in the biosynthetic pathway to the diterpenoid cyclooctatin. It derives from a cyclooctatin. C[C@@H]1CC[C@@H]2[C@@H]1C[C@]\\3(CC[C@@H](/C3=C/C[C@]2(C)O)C(C)C)C